C(C)(C)(C)[Si](OC)(OC)OC t-butyltrimethoxysilane